(5-methyl-1H-pyrazol-3-yl)-1,6-naphthyridine-5,7-diamine monotrifluoroacetate FC(C(=O)O)(F)F.CC1=CC(=NN1)C1=NC=2C=C(N=C(C2C=C1)N)N